FC=1C=C(CN2C3=C(C(=C(CC2=O)C(=O)NC)O)C=CC=C3)C=CC1OC 1-(3-fluoro-4-methoxybenzyl)-5-hydroxy-N-methyl-2-oxo-2,3-dihydro-1H-benzo[b]azepine-4-carboxamide